C(C)(C)(C)OC(=O)N1C(CNCC1)C1=C(C=CC=2NC(N(C21)C)=O)F (5-fluoro-3-methyl-2-oxo-1H-benzoimidazol-4-yl)piperazine-1-carboxylic acid tert-butyl ester